CC1(CC(CC(C1)C)(C1=C(C=CC=C1)O)C1=C(C=CC=C1)O)C 3,3,5-TRIMETHYLCYCLOHEXYLIDEN-BISPHENOL